(7S)-9-(2,6-difluorophenyl)-3-ethyl-7-methyl-13,16-dioxa-18-thia-2,4,5,8-tetraazatetracyclo[8.8.0.02,6.011,17]octadeca-1(10),3,5,8,11(17)-pentaene FC1=C(C(=CC=C1)F)C1=N[C@H](C2=NN=C(N2C=2SC=3OCCOCC3C12)CC)C